ClC=1SC2=C(C1)[C@@H](CCC21CC(N(CC1)C(=O)OC(C)(C)C)C)O Tert-butyl (2S,4R)-2-chloro-4-hydroxy-2'-methyl-spiro[5,6-dihydro-4H-benzothiophene-7,4'-piperidine]-1'-carboxylate